CC1=C2C=CN(C2=CC=C1)C1=C(N)C=CC=C1 2-(4-methyl-1H-indol-1-yl)aniline